C1(=CC=CC=C1)C1=NC(=NC(=N1)C1=CC=CC=C1)C=1C(=C(C=C(C1N1C2=CC=CC=C2C=2C=C(C=CC12)C)C1=NC(=NC(=N1)C1=CC=CC=C1)C1=CC=CC=C1)N1C2=CC=CC=C2C=2C=C(C=CC12)C)N1C2=CC=CC=C2C=2C=C(C=CC12)C1=CC=CC=C1 9,9'-(3,5-bis(4,6-diphenyl-1,3,5-triazin-2-yl)-2-(3-phenyl-9H-carbazol-9-yl)-1,4-phenylene)bis(3-methyl-9H-carbazole)